ClC=1C=C(C(=NC1)N1C([C@H](N(C(C1)=O)CC1=CC=C(C=C1)Cl)C1COC1)=O)F (R)-1-(5-chloro-3-fluoropyridin-2-yl)-4-(4-chlorobenzyl)-3-(oxetan-3-yl)piperazine-2,5-dione